ClC=1C(=NC(=NC1)NC1CCOCC1)C1=CC=C2CN(C(C2=C1)=O)[C@@H](C(=O)NC1CCOCC1)C (2R)-2-(6-{5-chloro-2-[(oxan-4-yl)amino]pyrimidin-4-yl}-1-oxo-2,3-dihydro-1H-isoindol-2-yl)-N-(oxan-4-yl)propanamide